3-cyanobenzyl (1-(2-cyanopyrimidin-4-yl)cyclopentyl)carbamate C(#N)C1=NC=CC(=N1)C1(CCCC1)NC(OCC1=CC(=CC=C1)C#N)=O